C([O-])([O-])=O.[Zn+2] zinc carbonate salt